C[C]N=NC(C)(C)C tetramethyl-azodicarbon